C(C)(=O)N1[C@H]([C@@H]([C@H](C2=CC(=CC=C12)C(=O)N)NC=1C=NC(=CC1)C)C)C1CC1 (2S,3R,4R)-1-acetyl-2-cyclopropyl-3-methyl-4-((6-methylpyridin-3-yl)amino)-1,2,3,4-tetrahydroquinoline-6-carboxamide